BrC=1C(=C2CC[C@@](C2=CC1)(C(=O)O)NC(=O)OC(C)(C)C)F (R)-5-bromo-1-((tert-butoxycarbonyl)amino)-4-fluoro-2,3-dihydro-1H-indene-1-carboxylic acid